CSCCC/C(=N/OS(=O)(=O)O)/S[C@H]1[C@@H]([C@H]([C@@H]([C@H](O1)CO)O)O)O The molecule is an thia-alkylglucosinolic acid that is propylglucosinolic acid in which a hydrogen attached to the terminal carbon of the propyl group has been replaced by a methylsulfanediyl group. It is a thia-alkylglucosinolic acid and an organic sulfide. It derives from a propylglucosinolic acid. It is a conjugate acid of a glucoiberverin(1-).